bis(4-(1,3-dioxolan-2-yl)phenyl)dimethylsilane sulfur [S].O1C(OCC1)C1=CC=C(C=C1)[Si](C)(C)C1=CC=C(C=C1)C1OCCO1